(R)-6-(2-(3-bromophenyl)-2-hydroxyacetyl)-2-(1-(3-isopropylphenyl)cyclopropyl)-3,5,6,7,8,9-hexahydro-4H-pyrimido[5,4-c]azepin-4-one BrC=1C=C(C=CC1)[C@H](C(=O)N1CC2=C(CCC1)N=C(NC2=O)C2(CC2)C2=CC(=CC=C2)C(C)C)O